[Cl-].[Rb+].[Rb+].[Rb+].[Cl-].[Cl-] trirubidium chloride